FC1=C(C=CC(=C1N1C=C(C2=NC(=CC=C21)N(C2CCNCC2)C)C=2C=NC=NC2)F)C(CC)S(=O)(=O)N (2,4-difluoro-3-(5-(methyl-(piperidin-4-yl)amino)-3-(pyrimidin-5-yl)-1H-pyrrolo[3,2-b]pyridin-1-yl)phenyl)propane-1-sulfonamide